[N+](=O)([O-])C1=CC=2C(C=3N(C2C=C1)C(C1=C(N3)N=CC=C1)=O)=NNC(N)=N 2-(9-nitro-5-oxopyrido[2',3':4,5]pyrimido[1,2-a]indol-11(5H)-ylidene)hydrazine-1-carboximidamide